CC(=C)C1=CC(=CC(=C1)C)C alpha-methyl-3,5-dimethylstyrene